C(#CCCCC)C1(CCCCC1)O 1-Hexynyl-1-cyclohexanol